4-bromo-N-((3-nitro-4-(((tetrahydro-2H-pyran-4-yl)methyl)amino)phenyl)sulfonyl)benzamide BrC1=CC=C(C(=O)NS(=O)(=O)C2=CC(=C(C=C2)NCC2CCOCC2)[N+](=O)[O-])C=C1